(R)-N-(7-(1-(1-acryloylpiperidin-3-yl)-4-amino-1H-pyrazolo[3,4-d]pyrimidin-3-yl)-2,3-dihydrobenzofuran-4-yl)-4-(dimethylamino)benzamide C(C=C)(=O)N1C[C@@H](CCC1)N1N=C(C=2C1=NC=NC2N)C2=CC=C(C=1CCOC12)NC(C1=CC=C(C=C1)N(C)C)=O